C(#N)C1=C(N=C(S1)N(C1=C(N=C2N1C=C(C=C2)C=2C=NC(=NC2)N2CC(C2)C(=O)OC)CC)C)C2=CC=C(C=C2)F methyl 1-(5-(3-((5-cyano-4-(4-fluorophenyl)thiazol-2-yl)(methyl)amino)-2-ethyl imidazo[1,2-a]pyridin-6-yl)pyrimidin-2-yl)azetidine-3-carboxylate